C(C)OP(=O)(OCC)CC=1C=C2C=C(NC2=CC1F)C(=O)OC1=C(C(=C(C(=C1F)F)F)F)F Perfluorophenyl 5-((diethoxyphosphoryl)methyl)-6-fluoro-1H-indole-2-carboxylate